5-(4-(2-(4-Acetylpiperazin-1-yl)ethoxy)isoindolin-2-yl)-4-chloropyridazin-3(2H)-one C(C)(=O)N1CCN(CC1)CCOC1=C2CN(CC2=CC=C1)C1=C(C(NN=C1)=O)Cl